diethyl 2-(4-((S)-2-(ethoxycarbonyl) pyrrolidin-1-yl) benzyl)-2-(((2r,3r,4r)-3,4,5-triacetoxy-3-ethynyl tetrahydrofuran-2-yl) methoxy)-malonate C(C)OC(=O)[C@H]1N(CCC1)C1=CC=C(CC(C(=O)OCC)(C(=O)OCC)OC[C@H]2OC([C@@H]([C@]2(C#C)OC(C)=O)OC(C)=O)OC(C)=O)C=C1